6-chloro-2-[(oxan-4-yl)methoxy]-N-[2-(trifluoromethyl)pyridin-4-yl]pyrimidine-4-carboxamide ClC1=CC(=NC(=N1)OCC1CCOCC1)C(=O)NC1=CC(=NC=C1)C(F)(F)F